6-[3-[5-fluoro-2-methoxy-4-(methylcarbamoyl)anilino]prop-1-ynyl]-N-[(3S,4S)-3-methyl-4-piperidyl]-1-(2,2,2-trifluoroethyl)benzimidazole-4-carboxamide FC=1C(=CC(=C(NCC#CC=2C=C(C3=C(N(C=N3)CC(F)(F)F)C2)C(=O)N[C@@H]2[C@H](CNCC2)C)C1)OC)C(NC)=O